CC=1C=C(CC2=C(C(NC(N2COCC)=O)=O)C(C)C)C=C(C1)C 6-(3,5-dimethylbenzyl)-1-(ethoxymethyl)-5-isopropyluracil